N1CCC(C2=CC=CC=C12)=O 2,3-dihydroquinolin-4-one